8-amino-1,3,6-naphthalenetrisulfonic acid disodium salt hydrate O.[Na+].[Na+].NC=1C=C(C=C2C=C(C=C(C12)S(=O)(=O)[O-])S(=O)(=O)[O-])S(=O)(=O)O